2-amino-4-bromo-N-(4-fluoro-2-methylbenzyl)-N-methoxythiazole-5-carboxamide NC=1SC(=C(N1)Br)C(=O)N(OC)CC1=C(C=C(C=C1)F)C